Acetic acid, octyl ester C(C)(=O)OCCCCCCCC